COC1=C(C=CC=C1)C=1C(=CN=NC1)C(=O)NC=1SC2=NC(=CC=C2N1)C(=O)N1CCOCC1 5-(2-methoxyphenyl)-N-(5-(morpholine-4-carbonyl)thiazolo[5,4-b]pyridin-2-yl)pyridazine-4-carboxamide